BrC1=C(C(=C(C=C1CCCCC)O)Br)O DibromoOlivetol